N-(5-Diethylamino-benzothiazol-2-yl)-2-(4-ethanesulfonyl-phenyl)-acetamide C(C)N(C=1C=CC2=C(N=C(S2)NC(CC2=CC=C(C=C2)S(=O)(=O)CC)=O)C1)CC